4,5,6,7-tetrahydrothienopyridine hydrochloride Cl.S1C=CC2=C1CCCN2